tert-butyl 3-[7-[(2,4-dimethoxyphenyl) methylamino]-3-(2-fluoro-6-methyl-phenyl)-2-oxo-4H-pyrido[4,3-d]pyrimidin-1-yl]azetidine-1-carboxylate COC1=C(C=CC(=C1)OC)CNC1=CC=2N(C(N(CC2C=N1)C1=C(C=CC=C1C)F)=O)C1CN(C1)C(=O)OC(C)(C)C